2-(2-fluoro-4-(4-methylpiperazin-1-yl)phenyl)-5-methyl-N4-(1-methylcyclopropyl)thieno[2,3-d]pyrimidine-2,4-diamine FC1=C(C=CC(=C1)N1CCN(CC1)C)C1(N=C(C2=C(N1)SC=C2C)NC2(CC2)C)N